C(C)(C)(C)OC(NC[C@H](C)C1=CC=C(C=C1)C1=C2C(=C(C(NC2=C(C=C1OC)C)=O)C(F)(F)F)C)=O (R)-(2-(4-(6-methoxy-4,8-dimethyl-2-oxo-3-(trifluoromethyl)-1,2-dihydroquinolin-5-yl)phenyl)propyl)carbamic acid tert-butyl ester